(S)-1-(5-cyano-6-methoxypyridin-3-yl)-3-(7-(1-methoxy-2-methylpropyl)-2-methylpyrazolo[1,5-a]-pyrimidin-6-yl)urea C(#N)C=1C=C(C=NC1OC)NC(=O)NC=1C=NC=2N(C1[C@H](C(C)C)OC)N=C(C2)C